O1CCC=2C(=NC=CC21)O 2,3-Dihydrofurano[3,2-c]pyridin-4-ol